CC1(CCN(CC1)C=1OC2=CC=C(C=C2C(C1C)=O)C)C 2-(4,4-dimethylpiperidin-1-yl)-3,6-dimethyl-4H-chromen-4-one